tert-butyl 6-(4-iodo-5-methyl-3-(1-methyl-1H-indazol-5-yl)-1H-pyrazol-1-yl)-2-azaspiro[3.3]heptane-2-carboxylate IC=1C(=NN(C1C)C1CC2(CN(C2)C(=O)OC(C)(C)C)C1)C=1C=C2C=NN(C2=CC1)C